FC(C(=O)O)(F)F.C(#N)C1=C(C=C(C=C1)N1C(N(C(C1=O)(C)C)C1=CC(=C(OCCN2C[C@H](N([C@@H](C2)C)CC(=O)N)C)C=C1)CC)=S)C(F)(F)F 2-((2R,6R)-4-(2-(4-(3-(4-cyano-3-(trifluoromethyl)phenyl)-5,5-dimethyl-4-oxo-2-thioxoimidazolidin-1-yl)-2-ethylphenoxy)ethyl)-2,6-dimethylpiperazin-1-yl)acetamide trifluoroacetate